ClC1=C(C=CC=C1F)[C@@H]1N(OCC1)C1=CC(=NC=N1)NC=1C(=CC(=C(C1)NC(C=C)=O)N1CCC(CC1)N1[C@@H](CN(CC1)C1CC1)C)OC N-(5-((6-((R)-3-(2-chloro-3-fluorophenyl)-isoxazolidine-2-yl)pyrimidine-4-yl)amino)-2-(4-((R)-4-cyclopropyl-2-methylpiperazine-1-yl)piperidine-1-yl)-4-methoxyphenyl)acrylamide